Ethyl (E)-3-(5-formyl-6-methoxynaphthalen-2-yl)acrylate C(=O)C1=C2C=CC(=CC2=CC=C1OC)/C=C/C(=O)OCC